BrC1=C2C=CC=CC2=C(C=2NC(NC21)=O)Br 4,9-dibromo-1,3-dihydro-2H-naphtho[2,3-d]imidazol-2-one